5-hydroxy-2-(2-phenylthiazol-5-yl)isonicotinaldehyde OC1=CN=C(C=C1C=O)C1=CN=C(S1)C1=CC=CC=C1